4-(2-amino-3-phenylpropoxy)-2-methylnicotinate dihydrochloride Cl.Cl.NC(COC1=CC=NC(=C1C(=O)O)C)CC1=CC=CC=C1